C(C=C)C1CC(=O)OC1=O 3-allyl-succinic acid anhydride